tert-butyl N-[1-[6-[5-[(1R)-1-(3,5-Dichloro-4-pyridyl)ethoxy]-1-tetrahydropyran-2-yl-indazol-3-yl]pyridazin-3-yl]-3-methyl-azetidin-3-yl]carbamate ClC=1C=NC=C(C1[C@@H](C)OC=1C=C2C(=NN(C2=CC1)C1OCCCC1)C1=CC=C(N=N1)N1CC(C1)(C)NC(OC(C)(C)C)=O)Cl